C(C)(C)(C)OC(NC(C(NC1=CC=C(C=C1)C1=C2C(=NC=C1)N(C=C2)S(=O)(=O)C2=CC=CC=C2)=O)CC2CCOCC2)=O tert-Butyl(1-oxo-1-((4-(1-(phenylsulfonyl)-1H-pyrrolo[2,3-b]pyridin-4-yl)phenyl)amino)-3-(tetrahydro-2H-pyran-4-yl)propan-2-yl)carbamate